2-(3,4-dihydroquinolin-1(2H)-yl)-9H-chromeno[2,3-d]thiazol-9-one N1(CCCC2=CC=CC=C12)C=1SC2=C(N1)OC=1C=CC=CC1C2=O